2-(3-amino-3-oxoprop-1-en-1-yl)-4-chloro-6-methylphenyl-3-bromo-1-(3-chloropyridin-2-yl)-1H-pyrazole-5-carboxamide NC(C=CC1=C(C(=CC(=C1)Cl)C)C=1C(=NN(C1C(=O)N)C1=NC=CC=C1Cl)Br)=O